(3s,4s)-(4-Fluoro-pyrrolidin-3-yl)-carbamic acid tert-butyl ester hydrochloride Cl.C(C)(C)(C)OC(N[C@H]1CNC[C@@H]1F)=O